CC1=NC=CC(=C1)NC=1C=C(C(=O)NC2=CC(=CC=C2)NC2=CC=NC=C2)C=CC1 3-((2-methylpyridin-4-yl)amino)-N-(3-(pyridin-4-ylamino)phenyl)benzamide